ClC1=CC=C2C3(C(N(C2=C1)C=1C=NN(C1)CC)=O)CC1=CC=C(C=C1C3)C(=O)O 6'-chloro-1'-(1-ethyl-1H-pyrazol-4-yl)-2'-oxo-1,3-dihydro-spiro[indene-2,3'-indoline]-5-carboxylic acid